ClC1=C(C=C(C(=O)O)C=C1)C=1C=NC(=CC1C#N)C(F)(F)F 4-chloro-3-(4-cyano-6-(trifluoromethyl)pyridin-3-yl)benzoic acid